F[C@H]1CN(CC[C@H]1N1C([C@@H](CC1)O)=O)C(=O)OC(C)(C)C tert-butyl (3S,4R)-3-fluoro-4-((R)-3-hydroxy-2-oxopyrrolidin-1-yl)piperidine-1-carboxylate